CN1N=C(C2=CC=C(C=C12)[N+](=O)[O-])N1C(NC(CC1)=O)=O 1-(1-methyl-6-nitro-1H-indazol-3-yl)dihydropyrimidine-2,4(1H,3H)-dione